ethyl 2-(4-(trifluoromethyl)phenyl)acetate FC(C1=CC=C(C=C1)CC(=O)OCC)(F)F